C(C=C)N(C=1C=C(C=CC1)NC1=NC=C(C(=N1)C=1C=C(C=CC1)NC(OCC=CC(C)(C)C)=O)F)C(=O)OC(C)(C)C tert-butylallyl (3-(2-((3-(allyl(tert-butoxycarbonyl)amino)phenyl)amino)-5-fluoropyrimidin-4-yl)phenyl)carbamate